C(C)C1(C(CC(C(C1)C(=O)O)C(=O)O)C(=O)O)C(=O)O ethyl-1,2,4,5-cyclohexanetetracarboxylic acid